8,9-di(i-propoxycarbonyl)tetracyclo[4.4.0.12,5.17,10]dodec-3-ene C(C)(C)OC(=O)C1C2C3C4C=CC(C3C(C1C(=O)OC(C)C)C2)C4